(S)-7-((3-fluorobenzyl)oxy)-3,4,11,11a-tetrahydropyrimido[6',1':2,3]imidazo[5,1-c][1,4]oxazin-9(1H)-one FC=1C=C(COC2=NC(N3C(N4[C@H](COCC4)C3)=C2)=O)C=CC1